3-[(5-chloro-1H-indol-2-yl)methyl]-1-methyl-1-[1-(3-methyloxetane-3-carbonyl)piperidin-3-yl]urea ClC=1C=C2C=C(NC2=CC1)CNC(N(C1CN(CCC1)C(=O)C1(COC1)C)C)=O